2-((1e,3z)-3-(3-butylbenzo{d}oxazol-2(3H)-ylidene)prop-1-en-1-yl)-1,3,3-trimethyl-3H-indol-1-ium tetrakis(perfluorophenyl)borate FC1=C(C(=C(C(=C1F)F)F)F)[B-](C1=C(C(=C(C(=C1F)F)F)F)F)(C1=C(C(=C(C(=C1F)F)F)F)F)C1=C(C(=C(C(=C1F)F)F)F)F.C(CCC)N1/C(/OC2=C1C=CC=C2)=C/C=C/C2=[N+](C1=CC=CC=C1C2(C)C)C